3-(5-{4-[methyl(piperidin-4-yl)amino]piperidin-1-yl}-1-oxo-3H-isoindol-2-yl)piperidine-2,6-dione CN(C1CCN(CC1)C=1C=C2CN(C(C2=CC1)=O)C1C(NC(CC1)=O)=O)C1CCNCC1